[14C]-threonine N[14C@@H]([C@H](O)C)C(=O)O